FC(C=1C(=C(C=CC1)[C@@H](C)NC=1C2=C(N=C(N1)C)NC(C(=C2)C2=CCC(CC2)C(=O)NC)=O)F)F 4-(4-(((R)-1-(3-(difluoromethyl)-2-fluorophenyl)ethyl)amino)-2-methyl-7-oxo-7,8-dihydropyrido[2,3-d]pyrimidin-6-yl)-N-methylcyclohex-3-ene-1-carboxamide